(R)-3-(1-(4-(Difluoromethyl)-6-(2-((1-methyl-1H-pyrazol-4-yl)amino)pyrimidin-4-yl)pyridin-2-yl)-1H-1,2,3-triazol-4-yl)-3-hydroxy-1-methylpyrrolidin-2-one FC(C1=CC(=NC(=C1)C1=NC(=NC=C1)NC=1C=NN(C1)C)N1N=NC(=C1)[C@]1(C(N(CC1)C)=O)O)F